C1(CC1)[C@@](CNC(=O)C1=NC=C(C(N1)=O)F)(CC1=CC=C(C=C1)F)C N-[(2S)-2-cyclopropyl-3-(4-fluorophenyl)-2-methylpropyl]-5-fluoro-4-oxo-3H-pyrimidine-2-carboxamide